N1=CC=C(C=C1)C=1N=C(C2=C(N1)C=NC=C2C(F)(F)F)N2CCC1(CCNC1)CC2 2-(pyridin-4-yl)-4-(2,8-diazaspiro[4.5]decan-8-yl)-5-(trifluoromethyl)pyrido[3,4-d]pyrimidine